3-(cyclopropylmethyl)-7-[1-(4-fluorophenoxy)ethyl]-8-(trifluoromethyl)[1,2,4]triazolo-[4,3-a]pyridine C1(CC1)CC1=NN=C2N1C=CC(=C2C(F)(F)F)C(C)OC2=CC=C(C=C2)F